tert-butyl 4-[7-(2,8-dimethylimidazo[1,2-b]pyridazin-6-yl)-5-oxo-thiazolo[3,2-a]pyrimidin-2-yl]-2,2-dimethyl-piperazine-1-carboxylate CC=1N=C2N(N=C(C=C2C)C=2N=C3N(C(C2)=O)C=C(S3)N3CC(N(CC3)C(=O)OC(C)(C)C)(C)C)C1